CC(C)(C)S(=O)N[C@@H](C)C1=CC=C(C=C1)OC=1C=C(C=CC1)C 2-methyl-N-((S)-1-(4-(M-tolyloxy)phenyl)ethyl)propane-2-sulfinamide